N1CC(C(C2=CC=CC=C12)=O)([2H])[2H] quinolin-4(2H)-one-3,3-d2